C(C=C)(=O)N1[C@H](CN(C[C@H]1C)C1=NC(N2C3=C(C=C(C=C13)Cl)S(C[C@@H](C2)OC)C2=C(C=C(C(=C2)Cl)F)F)=O)C (3R)-8-((3s,5R)-4-acryloyl-3,5-dimethylpiperazin-1-yl)-10-chloro-l-1-(5-chloro-2,4-difluorophenyl)-3-methoxy-3,4-dihydro-2H,6H-[1,4]thiazepino[2,3,4-ij]quinazolin-6-one